OC[C@@]1(N2[C@@H](C[C@@H](C1=O)CC2)C(C(F)(F)F)(C)C)COC (1R,2R,4S,6S)-2-(hydroxymethyl)-2-(methoxymethyl)-6-(1,1,1-trifluoro-2-methylpropan-2-yl)quinuclidin-3-one